[Si](C)(C)(C(C)(C)C)O[C@H]1C[C@@H](O[C@]1(CCl)CO[Si](C)(C)C(C)(C)C)N1C2=NC=NC(=C2N=C1)N 9-[(2R,4S,5R)-4-[(tert-butyldimethylsilyl)oxy]-5-{[(tertbutyldimethylsilyl)oxy]methyl}-5-(chloromethyl)oxolan-2-yl]purin-6-amine